1,2-dimethyl 4-bromophthalate BrC=1C=C(C(C(=O)OC)=CC1)C(=O)OC